2,4-diphenyl-methyl-ethyl-phenyl-1,3,5-triazine C1(=CC=CC=C1)C1=NC(=NC(=N1)C1=CC=CC=C1)C1=C(C(=CC=C1)C)CC